N-(((2R,5S)-5-(4-chlorobenzyl)-4-(4-(1,5-dimethyl-1H-pyrazol-3-yl)cyclohexyl)morpholin-2-yl)methyl)-1,1,1-trifluoromethanesulfonamide hydrochloride Cl.ClC1=CC=C(C[C@H]2CO[C@H](CN2C2CCC(CC2)C2=NN(C(=C2)C)C)CNS(=O)(=O)C(F)(F)F)C=C1